O1CC(C(C1)C=1C(=C(C(=O)[O-])C=CC1)C(C)=O)C=1C(=C(C(=O)[O-])C=CC1)C(C)=O tetrahydrofuran-3,4-diylbis(2-acetyl benzoate)